tert-butyl (Z)-2-((3-benzyl-5-(2-fluoro-3-nitrophenyl)pyrazin-2-yl)amino)-3-(5-(trifluoromethyl)furan-2-yl)acrylate C(C1=CC=CC=C1)C=1C(=NC=C(N1)C1=C(C(=CC=C1)[N+](=O)[O-])F)N\C(\C(=O)OC(C)(C)C)=C/C=1OC(=CC1)C(F)(F)F